(4-(4-cyanophenyl)piperidine-1-carbonyl)-2-cyclobutyl-4-ethylbenzoic acid methyl ester COC(C1=C(C(=C(C=C1)CC)C(=O)N1CCC(CC1)C1=CC=C(C=C1)C#N)C1CCC1)=O